NC=1C=C(OC2=C(C(=CC=C2)OC2=CC(=CC=C2)N)C#N)C=CC1 2,6-bis(3-Aminophenoxy)Benzenenitrile